(4-hydroxy-2,2,6,6-tetramethyl-1-piperidineethanol) succinate C(CCC(=O)O)(=O)O.OC1CC(N(C(C1)(C)C)CCO)(C)C